r-(tert-butoxycarbonyl)-3',3'-difluoro-7-formyl-2H-spiro[benzofuran-3,4'-piperidine]-6-carboxylic acid C(C)(C)(C)OC(=O)N1CC([C@@]2(CC1)COC1=C2C=CC(=C1C=O)C(=O)O)(F)F